dimyristyl-Sulfur C(CCCCCCCCCCCCC)SCCCCCCCCCCCCCC